2-fluoro-6-(trifluoromethoxy)phenol FC1=C(C(=CC=C1)OC(F)(F)F)O